2,5-dimethylpyridine 1-oxide CC1=[N+](C=C(C=C1)C)[O-]